3-(5-(4-(hydroxymethyl)piperidin-1-yl)-1-oxaisoindolin-2-yl)piperidine-2,6-dione OCC1CCN(CC1)C=1C=C2CN(OC2=CC1)C1C(NC(CC1)=O)=O